C(C)(=O)N1CCC(CC1)N(C(OC(C)(C)C)=O)CC(C1=CC=CC=C1)C=1C=C(C(=CC1)Cl)C1=C(C(=CC=C1C#N)OCCOC)F tert-butyl (1-acetylpiperidin-4-yl)(2-(6-chloro-6'-cyano-2'-fluoro-3'-(2-methoxyethoxy)-[1,1'-biphenyl]-3-yl)-2-phenylethyl)carbamate